6-methyl-N-(7-{1H,2H,3H-pyrido[2,3-b][1,4]oxazin-7-yl}-5H,6H,7H,8H-pyrido[3,4-d]pyrimidin-2-yl)-5,6,7,8-tetrahydro-1,6-naphthyridin-3-amine CN1CC=2C=C(C=NC2CC1)NC=1N=CC2=C(N1)CN(CC2)C2=CC1=C(OCCN1)N=C2